1,3,5-tris(6-isocyanatohexadecan-1-yl)-1,3,5-triazine-2,4,6(1H,3H,5H)-trione N(=C=O)C(CCCCCN1C(N(C(N(C1=O)CCCCCC(CCCCCCCCCC)N=C=O)=O)CCCCCC(CCCCCCCCCC)N=C=O)=O)CCCCCCCCCC